C1(CC1)N1N=CC(=C1)[C@H]1CN(C[C@H](O1)C)C1=NC2=NC(=C(N=C2C(=N1)C=1OC(=CC1)C)C)C (2S,6R)-2-(1-cyclopropyl-1H-pyrazol-4-yl)-4-(6,7-dimethyl-4-(5-methylfuran-2-yl)pteridin-2-yl)-6-methylmorpholine